OC(COC1=CC=C(C=C1)C(C)(C)C1=CC=C(C=C1)OCC(COC(C(=C)C)=O)O)COC(C(=C)C)=O 2,2-Bis[4-[2-hydroxy-3-methacryloyloxy-propoxy]phenyl]propane